Cl.FC1=CC=C(CN2N=CC(=C2C)CN)C=C1 (1-(4-fluorobenzyl)-5-methyl-1H-pyrazol-4-yl)methylamine hydrochloride